ClC1=CC(=NC(=C1O)Cl)C(=O)NC=1C(=NN(C1)C)C(NCC1=C(C=CC=C1)OC(F)(F)F)=O 4,6-dichloro-5-hydroxy-N-(1-methyl-3-((2-(trifluoromethoxy)benzyl)carbamoyl)-1H-pyrazol-4-yl)pyridinecarboxamide